2-((4-phenoxyphenyl)imino)-4-phenylthiazole O(C1=CC=CC=C1)C1=CC=C(C=C1)N=C1SC=C(N1)C1=CC=CC=C1